1-(5-chloro-3-methylpyridin-2-yl)-3-(oxetan-3-ylmethyl)-4-(4-(trifluoromethyl)-benzyl)piperazine-2,5-dione ClC=1C=C(C(=NC1)N1C(C(N(C(C1)=O)CC1=CC=C(C=C1)C(F)(F)F)CC1COC1)=O)C